CC=1N=C(SC1C(=O)OCCC)NC(=O)[C@H]1N(C[C@H](C1)NC(C1=CC(=CC=C1)C1=NOC(=N1)C)=O)C Propyl 4-methyl-2-((2S,4S)-1-methyl-4-(3-(5-methyl-1,2,4-oxadiazol-3-yl)benzamido)pyrrolidine-2-carboxamido)thiazole-5-carboxylate